2-[[4-[4-Hydroxy-3-hydroxymethylpiperidin-1-yl]-6-[[(3,4,5-trimethoxyphenyl)methyl]amino]-2-pyrimidinyl]amino]-4-methyl-5-thiazolecarboxylic acid, ethyl ester OC1C(CN(CC1)C1=NC(=NC(=C1)NCC1=CC(=C(C(=C1)OC)OC)OC)NC=1SC(=C(N1)C)C(=O)OCC)CO